C1(CC1)NCC1=CC(=C(C=C1)CN1C=CC=2N=C(N=C(C21)NCCCCC)N)OC 5-({4-[(cyclopropylamino)methyl]-2-methoxyphenyl}methyl)-N4-pentyl-5H-pyrrolo[3,2-d]pyrimidine-2,4-diamine